2-(9H-carbazol-2-yl)-N1-(5-chloro-2-fluorobenzyl)-N4-(1-methylpiperidin-4-yl)succinamide C1=C(C=CC=2C3=CC=CC=C3NC12)C(C(=O)NCC1=C(C=CC(=C1)Cl)F)CC(=O)NC1CCN(CC1)C